4-methylbenzenesulfonic acid 14-((4-(2,6-dioxopiperidin-3-yl) phenyl) amino)-3,6,9,12-tetraoxatetradecyl ester O=C1NC(CCC1C1=CC=C(C=C1)NCCOCCOCCOCCOCCOS(=O)(=O)C1=CC=C(C=C1)C)=O